5-(4,4,5,5-Tetramethyl-1,3,2-dioxaborolane-2-yl)pyrazolo[1,5-a]pyridine-3-carboxylic acid CC1(OB(OC1(C)C)C1=CC=2N(C=C1)N=CC2C(=O)O)C